ClC=1C(=NC=C(C1)Cl)OC1=CC=C(C=C1)NC(=O)N[C@@H](C)C=1N(N=CN1)C1=NC=CC=N1 1-[4-[(3,5-dichloro-2-pyridyl)oxy]phenyl]-3-[(1S)-1-(2-pyrimidin-2-yl-1,2,4-triazol-3-yl)ethyl]urea